4-chloro-6-iodo-7-methoxyquinazoline ClC1=NC=NC2=CC(=C(C=C12)I)OC